COC1=NC=CC(=C1)CC(=O)NC1=NNC(=C1)[C@@H]1C[C@@H](CC1)N(C(O)=O)CCC.CNC(=O)[C@@H]1[C@H](C1)C=1C=NC=C(C1)[N+](=O)[O-] (1S,2S)-N-methyl-2-(5-nitro-3-pyridinyl)cyclopropanecarboxamide (1R,3S)-3-(3-{[(2-methoxypyridin-4-yl)acetyl]amino}-1H-pyrazol-5-yl)cyclopentyl-propylcarbamate